BrC1=CC=2C(C3=CC=C(C=C3C2C=C1)Cl)=O 2-bromo-6-chloro-9H-fluoren-9-one